3-(2-amino-6-(3-fluoro-2-methylphenyl)imidazo[1,2-a]pyridine-3-carbonyl)azetidine-1-carboxylic acid tert-butyl ester C(C)(C)(C)OC(=O)N1CC(C1)C(=O)C1=C(N=C2N1C=C(C=C2)C2=C(C(=CC=C2)F)C)N